NC1=C(C=C(C=C1)C1=CC=C(C=C1)F)NC(C1=CC=C(C=C1)S(=O)(=NCC)C)=O N-[2-amino-5-(4-fluorophenyl)phenyl]-4-(N-ethyl-S-methyl-sulfonimidoyl)benzamide